2,2,2-trifluoro-1-[4-(pyridine-4-ylmethyl)-1-([2-(trimethylsilyl)ethoxy]methyl)imidazole-2-yl]-1-(1,3-thiazol-5-yl)ethanol FC(C(O)(C1=CN=CS1)C=1N(C=C(N1)CC1=CC=NC=C1)COCC[Si](C)(C)C)(F)F